C(C(C)C)NC1=CC=C(C(=O)N)C=C1 4-(isobutylamino)benzamide